ClC1=NN(C(C(=C1)C1CC1)=O)[C@H](C(=O)OC)CC(C)C methyl (S)-2-(3-chloro-5-cyclopropyl-6-oxopyridazin-1(6H)-yl)-4-methylpentanoate